4-fluoro-2-methoxy-N-methyl-N-((2-methyl-1H-isoquinolin-8-yl)methyl)-5-nitroaniline FC1=CC(=C(N(CC=2C=CC=C3C=CN(CC23)C)C)C=C1[N+](=O)[O-])OC